ClC1=CC=C(C=C1)[C@@]1(N(C(C2=CC(=CC(=C12)F)C(C)(C=1C=NN(C1)C)O)=O)CC1=NC=C(C=C1)Cl)O[C@@H]1C[C@H](C1)O (3R)-3-(4-chlorophenyl)-2-[(5-chloropyridin-2-yl)methyl]-4-fluoro-6-[1-hydroxy-1-(1-methyl-1H-pyrazol-4-yl)ethyl]-3-[trans-3-hydroxycyclobutoxy]-2,3-dihydro-1H-isoindol-1-one